(R)-6-(2-(4'-chloro-3'-(trifluoromethyl)-[1,1'-biphenyl]-3-yl)-2-hydroxyacetyl)-2-(1-phenylcyclopropyl)-5,6,7,8-tetrahydropyrido[4,3-d]pyrimidin-4(3H)-one ClC1=C(C=C(C=C1)C1=CC(=CC=C1)[C@H](C(=O)N1CC2=C(N=C(NC2=O)C2(CC2)C2=CC=CC=C2)CC1)O)C(F)(F)F